COC1=C(C=CC=C1)C1=C(C=CC=C1)OB(O)O (2'-methoxy-[1,1'-biphenyl]-2-yl)boric acid